1-(3'-ethoxy-2-methyl-[1,1'-biphenyl]-4-yl)ethan-1-one C(C)OC=1C=C(C=CC1)C1=C(C=C(C=C1)C(C)=O)C